N-(6-(cyclopropylcarbamoyl)-5-(difluoromethyl)pyridin-3-yl)-8,8-dimethyl-7,8-dihydro-6H-cyclopenta[e]pyrazolo[1,5-a]pyrimidine-6-carboxamide C1(CC1)NC(=O)C1=C(C=C(C=N1)NC(=O)C1CC(C2=C1C=NC=1N2N=CC1)(C)C)C(F)F